6,7-dimethylindene CC1=CC=C2C=CCC2=C1C